ClC1=CC(=NC=C1)CN1CCN(CC1)C1=C(C#N)C(=CC(=C1)CC(C)C)F 2-(4-((4-chloropyridin-2-yl)methyl)piperazin-1-yl)-6-fluoro-4-isobutylbenzonitrile